CC(COC1=CC=2N(C=C1)C(=CN2)C2=NC=NC(=C2)NCC2=CC=C(C=C2)C2=NN(N=C2)C)(C)O 2-methyl-1-(3-{6-[4-(2-methyl-2H-[1,2,3]triazol-4-yl)-benzylamino]-pyrimidin-4-yl}-imidazo[1,2-a]pyridin-7-yloxy)-propan-2-ol